CC1CCC(N(C1)C(C(=O)NC=1C=C(C=NC1)C(=O)N)=O)C1=CC=CC=C1 5-[[2-(5-Methyl-2-phenyl-1-piperidyl)-2-oxo-acetyl]amino]pyridine-3-carboxamide